2-((E)-(((E)-thiophen-2-ylmethylene)hydrazono)methyl)thiazole S1C(=CC=C1)\C=N\N=C\C=1SC=CN1